CNC=1C=2C=NN([C@H]3[C@H](O)[C@H](O)[C@@H](CO)O3)C2N=CN1 N6-methyl-7-deaza-8-aza-adenosine